[Mo].[Pd].[Au] gold-palladium-molybdenum